CC(=O)[O-] methyl-carboxylat